FCCCN1CC(C1)CC1=CC=C(C=C1)C1=C(CCCC2=C1C=CC=C2)C2=CC(=CC=C2)C(F)(F)F 9-(4-((1-(3-Fluoropropyl)azetidin-3-yl)methyl)phenyl)-8-(3-(trifluoromethyl)phenyl)-6,7-dihydro-5H-benzo[7]annulen